(1R,9S)-9,11,11-Trimethyl-5-(2-methyloctan-2-yl)-8-oxatricyclo[7.4.1.02,7]tetradeca-2,4,6-trien-3-ol C[C@@]12OC3=CC(=CC(=C3[C@H](CCC(C1)(C)C)C2)O)C(C)(CCCCCC)C